CC(C(=O)OCC=C)C.CC(C(=O)OC)C allyl methyl bis(methyl propionate)